N-(1-cyano-2-ethylperoxyethyl)-4-tert-butylbenzamide C(#N)C(COOCC)NC(C1=CC=C(C=C1)C(C)(C)C)=O